C(C)(C)(C)OC(N(C)C1C(CN(CC1)C1=C(C=CC=2N(C(N(C21)C)=O)C2C(NC(CC2)=O)=O)OC)F)=O N-[1-[1-(2,6-dioxo-3-piperidinyl)-5-methoxy-3-methyl-2-oxo-benzoimidazol-4-yl]-3-fluoro-4-piperidinyl]-N-methyl-carbamic acid tert-butyl ester